butyl-triethyl-ammonium fluoride [F-].C(CCC)[N+](CC)(CC)CC